diethylhexylcyclohexane CCCCC(CC)CC1CCCC(C1)CC(CC)CCCC